C(C)C(C(CC)CC)P(O)(=O)C(C(CC)CC)CC di(1,2-diethyl-butyl)phosphinic acid